(2S,4R)-1-(2-(3-acetyl-5-(2-methylpyrimidin-5-yl)-1H-indazol-1-yl)acetyl)-N-(2-cyano-3-(trifluoromethoxy)phenyl)-4-fluoropyrrolidine-2-carboxamide C(C)(=O)C1=NN(C2=CC=C(C=C12)C=1C=NC(=NC1)C)CC(=O)N1[C@@H](C[C@H](C1)F)C(=O)NC1=C(C(=CC=C1)OC(F)(F)F)C#N